2-{4-[2-(2,6-Dioxo-piperidin-3-yl)-1-oxo-2,3-dihydro-1H-isoindol-4-yloxymethyl]-benzylamino}-2-methyl-propionic acid tert-butyl ester C(C)(C)(C)OC(C(C)(C)NCC1=CC=C(C=C1)COC1=C2CN(C(C2=CC=C1)=O)C1C(NC(CC1)=O)=O)=O